CC=1C=C(C=CC1C)C=1C2=C(C(N(C1)C)=O)NC=N2 7-(3,4-dimethylphenyl)-5-methyl-3H-imidazo[4,5-c]pyridin-4-one